5-chloro-2-[[6-chloro-3-(thiomorpholinomethyl)-4-quinolinyl]amino]benzoic acid ClC=1C=CC(=C(C(=O)O)C1)NC1=C(C=NC2=CC=C(C=C12)Cl)CN1CCSCC1